BrC=1C=CC2=C(N=C3N2C=C(C=C3)OC)C1 7-bromo-2-methoxybenzo[4,5]imidazo[1,2-a]pyridine